octamethyl-bis(ethylcyclopentadienyl)hafnium dichloride [Cl-].[Cl-].C[Hf](C1(C=CC=C1)CC)(C1(C=CC=C1)CC)(C)(C)(C)(C)(C)(C)C